CC=1C=NC(=NC1)OC=1C=C(OC2=C(C=CC=C2)/C(/C(=O)OC)=C\OC)C=CC1 Methyl (E)-2-[2-[3-(5-methylpyrimidin-2-yloxy)-phenoxy] phenyl]-3-methoxyacrylate